3-methyl-2-[7-(1-methylpiperidin-3-yl)thieno[3,2-c]pyridazin-3-yl]-5-(trifluoromethyl)phenol CC=1C(=C(C=C(C1)C(F)(F)F)O)C1=CC2=C(N=N1)C(=CS2)C2CN(CCC2)C